ClC=1C=C(CN2[C@H](C(N(CC2=O)C2=NC=C(C=C2F)OC)=O)C2COC2)C=CC1F (S)-4-(3-chloro-4-fluorobenzyl)-1-(3-fluoro-5-methoxypyridin-2-yl)-3-(oxetan-3-yl)piperazine-2,5-dione